N-ethyl-2-((4-(7-(((1s,4s)-4-(ethylsulfonamido)-1-hydroxycyclohexyl)methyl)-2,7-diazaspiro[3.5]nonan-2-yl)pyrimidin-5-yl)oxy)-N-isopropylbenzamide C(C)N(C(C1=C(C=CC=C1)OC=1C(=NC=NC1)N1CC2(C1)CCN(CC2)CC2(CCC(CC2)NS(=O)(=O)CC)O)=O)C(C)C